The molecule is a branched N-glycan derivative that is an undecasaccharide derivative consisting of nine D-mannosyl residues and two N-acetylglucosamine residues (one at the reducing end). It is a N-glycan derivative, a high-mannose oligosaccharide and a polysaccharide derivative. CC(=O)N[C@@H]1[C@H]([C@@H]([C@H](O[C@H]1O[C@@H]2[C@H](OC([C@@H]([C@H]2O)NC(=O)C)O)CO)CO)O[C@H]3[C@H]([C@H]([C@@H]([C@H](O3)CO[C@@H]4[C@H]([C@H]([C@@H]([C@H](O4)CO[C@@H]5[C@H]([C@H]([C@@H]([C@H](O5)CO)O)O)O[C@@H]6[C@H]([C@H]([C@@H]([C@H](O6)CO)O)O)O)O)O[C@@H]7[C@H]([C@H]([C@@H]([C@H](O7)CO)O)O)O[C@@H]8[C@H]([C@H]([C@@H]([C@H](O8)CO)O)O)O)O)O)O[C@@H]9[C@H]([C@H]([C@@H]([C@H](O9)CO)O)O)O[C@@H]1[C@H]([C@H]([C@@H]([C@H](O1)CO)O)O)O[C@@H]1[C@H]([C@H]([C@@H]([C@H](O1)CO)O)O)O)O)O